6-fluoro-N-(pyrimidin-4-yl)-1H-indole-5-sulfonamide FC1=C(C=C2C=CNC2=C1)S(=O)(=O)NC1=NC=NC=C1